CC(COC(CCC1C(CC(CC1)CCC(=O)OCC(CC)C)CCC(=O)OCC(CC)C)=O)CC.BrC1=CC=C2C(OCC2=C1)(C)C=CCC 6-bromo-3-buten-1-yl-3-methyl-isobenzofuran tri(2-methylbutyl)cyclohexane-1,2,4-tripropionate